benzyl (S)-2-(1-methoxyvinyl)pyrrolidine-1-carboxylate COC(=C)[C@H]1N(CCC1)C(=O)OCC1=CC=CC=C1